2-(2,6-dioxo-3-piperidinyl)-5-[4-[[(3S)-3-[[(2S)-2-methylpiperazin-1-yl]methyl]pyrrolidin-1-yl]methyl]-1-piperidinyl]isoindoline-1,3-dione O=C1NC(CCC1N1C(C2=CC=C(C=C2C1=O)N1CCC(CC1)CN1C[C@H](CC1)CN1[C@H](CNCC1)C)=O)=O